C(N)(=O)C(CN1CC2=C(C=C(C=C2C1=O)NC(C1=CC=C(C=C1)OC)=O)C=1C=C2C(=NNC2=CC1)C)=C N-[2-(2-carbamoyl-2-methylideneethyl)-7-(3-methyl-1H-indazol-5-yl)-3-oxo-2,3-dihydro-1H-isoindol-5-yl]-4-methoxybenzamide